[Co].[Al].[Mg] magnesium-aluminum-cobalt